1-{[(3S)-3-methyl-6-pentyl-3,4-dihydronaphthalen-2-yl]Methyl}azetidine-3-carboxylic acid methyl ester COC(=O)C1CN(C1)CC1=CC2=CC=C(C=C2C[C@@H]1C)CCCCC